((3-(2-fluorophenyl)-2-(trifluoromethyl)-6,7-dihydro-5H-cyclopenta[b]pyridin-4-yl)carbamoyl)-1H-pyrazole-3-sulfonimidamide FC1=C(C=CC=C1)C=1C(=C2C(=NC1C(F)(F)F)CCC2)NC(=O)N2N=C(C=C2)S(=O)(N)=N